COC(=O)C1N(C(C(C1)=CC#N)=O)C(=O)OC(C)(C)C 4-(cyanomethylene)-5-oxopyrrolidine-1,2-dicarboxylic acid 1-(tert-butyl) 2-methyl ester